C(C)(C)(C)OC(=O)N1CCC(CC1)OC1CC(C1)OC1CCN(CC1)C1=NC=CC(=C1)B1OC(C(O1)(C)C)(C)C.C1(CC(C(CC1)C(C)C)CC(=O)N)C para-menthanecarboxyamide tert-butyl-4-[3-[[1-[4-(4,4,5,5-tetramethyl-1,3,2-dioxaborolan-2-yl)-2-pyridyl]-4-piperidyl]oxy]cyclobutoxy]piperidine-1-carboxylate